FC(C1=NC(=NO1)C1=CC2=C([C@@H](CO2)NC(C2=CC(=NC=C2)CO)=O)C=C1)F (S)-N-(6-(5-(difluoromethyl)-1,2,4-oxadiazol-3-yl)-2,3-dihydrobenzofuran-3-yl)-2-(hydroxymethyl)isonicotinamide